oxalic acid ammonium oxalate C(C(=O)[O-])(=O)[O-].[NH4+].C(C(=O)O)(=O)O.[NH4+]